CN(CC#CC1=CC(=C(OCCCC2=C(N=C(S2)NCC2OC(OC2)(C)C)C(=O)OC)C=C1)F)C Methyl 5-[3-[4-[3-(dimethylamino)prop-1-ynyl]-2-fluoro-phenoxy]propyl]-2-[(2,2-dimethyl-1,3-dioxolan-4-yl)methylamino]thiazole-4-carboxylate